C(C=1C(C(=O)OCC(CCCCCC)CCCC)=CC=CC1)(=O)OCC(CCCCCC)CCCC di(2-butyloctyl) phthalate